O1C2=C(OCC1)C(=CC=C2)NC2=NC=1N(C(=C2)NC)N=CC1NC(=O)N[C@H]1[C@H](C1)F 1-(5-((2,3-dihydrobenzo[b][1,4]dioxin-5-yl)amino)-7-(methylamino)pyrazolo[1,5-a]pyrimidin-3-yl)-3-((1R,2S)-2-fluorocyclopropyl)urea